FC1(OC2=C(O1)C(=CC(=C2)C2(NC(=CC(=N2)NC)C)N)C=2CCCN(CC2)C)F 2-[2,2-difluoro-7-(1-methyl-2,3,4,7-tetrahydroazepin-5-yl)-1,3-benzodioxol-5-yl]-N4,6-dimethyl-pyrimidine-2,4-diamine